FC1(CN(CCOC1)C(=O)N1CCN2C=C(C3=CC(=CC(=C23)C1)C(F)(F)F)C=1C(NC(C1C1=CN=C2N1C=CC=C2)=O)=O)F 3-(2-(6,6-difluoro-1,4-oxazepan-4-carbonyl)-9-(trifluoromethyl)-1,2,3,4-tetrahydro-[1,4]diazepino[6,7,1-hi]indol-7-yl)-4-(imidazo[1,2-a]pyridin-3-yl)-1H-pyrrole-2,5-dione